(3-(2-(cis-3-(trifluoromethoxy)cyclobutyl)thiazol-4-yl)bicyclo[1.1.1]pent-1-yl)carbamic acid tert-butyl ester C(C)(C)(C)OC(NC12CC(C1)(C2)C=2N=C(SC2)[C@@H]2C[C@@H](C2)OC(F)(F)F)=O